6-[(3-chloro-5-fluoro-2-pyridyl)-methyl]-2-azaspiro-[3.3]heptane ClC=1C(=NC=C(C1)F)CC1CC2(CNC2)C1